C(C)(C)(C)OC(=O)NC1=CC=C(C=N1)B(O)O 6-(TERT-BUTOXYCARBONYLAMINO)PYRIDIN-3-YLBORONIC ACID